(2S,4S)-1-[(E)-3-(4-chloro-2-fluoro-phenyl)prop-2-enoyl]-N-[(1S)-1-cyano-2-[(3S)-2-oxopyrrolidin-3-yl]ethyl]-4-phenyl-pyrrolidine-2-carboxamide ClC1=CC(=C(C=C1)/C=C/C(=O)N1[C@@H](C[C@H](C1)C1=CC=CC=C1)C(=O)N[C@@H](C[C@H]1C(NCC1)=O)C#N)F